4-(4-isobutylphenyl)-2-methylbenzoic acid C(C(C)C)C1=CC=C(C=C1)C1=CC(=C(C(=O)O)C=C1)C